C(C1=CC=CC=C1)NC(=O)C1=NC=CC=C1 N-benzyl-pyridinecarboxamide